ClC=1N=C(N(C1C1=CC=CC=C1)CC(C)C)COCC 4-chloro-2-(ethoxymethyl)-1-(2-methylpropyl)-5-phenyl-1H-imidazole